C1(=CC=CC=C1)C(CCCCC(C)C)(P([O-])([O-])[O-])C1=CC=CC=C1 Diphenyl-isooctylphosphit